(S)-1-chloro-3-(2,6-dichloro-4-(2-(4-((R)-2-hydroxy-3-isopropoxypropoxy)phenyl)propan-2-yl)phenoxy)propan-2-yl acetate C(C)(=O)O[C@H](CCl)COC1=C(C=C(C=C1Cl)C(C)(C)C1=CC=C(C=C1)OC[C@@H](COC(C)C)O)Cl